Cl.NCCCCCCNC1=C2C(N(C(C2=CC=C1)=O)C1C(NC(CC1)=O)=O)=O 4-((6-aminohexyl)amino)-2-(2,6-dioxopiperidin-3-yl)isoindole-1,3-dione hydrochloride